CN(C1(CCC2(CN(C(N2CC2COCC2)=O)CC2=CC=C(C=C2)OC)CC1)C1=CC=CC=C1)C cis-8-dimethylamino-3-[(4-methoxyphenyl)-methyl]-8-phenyl-1-(tetrahydro-furan-3-yl-methyl)-1,3-diazaspiro[4.5]decan-2-one